Methyl (5-(6,7-dimethoxy-3-oxo-1,3-dihydronaphtho[2,3-c]furan-4-yl)pyrimidin-2-yl)-L-prolyl-D-alaninate COC1=CC2=C(C3=C(COC3=O)C=C2C=C1OC)C=1C=NC(=NC1)N1[C@@H](CCC1)C(=O)N[C@H](C)C(=O)OC